Azonane N1CCCCCCCC1